6-fluoro-N-methyl-5-(1,2,3,6-tetrahydropyridin-4-yl)pyridine-2-carboxamide hydrochloride Cl.FC1=C(C=CC(=N1)C(=O)NC)C=1CCNCC1